2,4-difluoro-N-(2-((2-(4-methylpiperazin-1-yl)ethyl)carbamoyl)phenyl)benzamide FC1=C(C(=O)NC2=C(C=CC=C2)C(NCCN2CCN(CC2)C)=O)C=CC(=C1)F